1-(2,5-dichloro-4-methoxy-phenyl)-3-[(1S)-1-(2-pyrimidin-2-yl-1,2,4-triazol-3-yl)ethyl]urea ClC1=C(C=C(C(=C1)OC)Cl)NC(=O)N[C@@H](C)C=1N(N=CN1)C1=NC=CC=N1